COC(CC[C@@H](C)[C@H]1CC[C@H]2[C@@H]3[C@@H]([C@@H]([C@@H]4[C@H](C(CC[C@]4(C)[C@H]3CC[C@]12C)=O)F)CC)O)=O C,6α-ethyl-4β-fluoro-7α-hydroxy-3-oxo-5β-cholan-24-oic acid methyl ester